CC1(C2CCC(CC2CCC1)=O)C 5,5-dimethyloctahydronaphthalen-2(1H)-one